P1(OS(=O)(=O)O1)(=O)N N-sulfonyl phosphoramidate